5-[7-(2-cyclopropylethoxy)-1-fluoro-3,6-dihydroxynaphthalen-2-yl]-1λ6,2,5-thiadiazolidine-1,1,3-trione C1(CC1)CCOC1=C(C=C2C=C(C(=C(C2=C1)F)N1CC(NS1(=O)=O)=O)O)O